CCCCCCCCCCCCCCCCCCCC(=O)O[C@H](COC(=O)CCC/C=C\C/C=C\C/C=C\C/C=C\C/C=C\CC)COP(=O)(O)OC[C@H](CO)O 1-(5Z,8Z,11Z,14Z,17Z-eicosapentaenoyl)-2-eicosanoyl-glycero-3-phospho-(1'-sn-glycerol)